β-hydroxypyruvic acid OCC(C(=O)O)=O